OC1=CC=C(C=C1)C(C=1C(CC(CC1O)(C)C)=O)C=1C(CC(CC1O)(C)C)=O 2,2'-((4-hydroxyphenyl)methylene)bis(3-hydroxy-5,5-dimethylcyclohex-2-en-1-one)